C(C1=CC=CC=C1)OC1CC(C1)CS(=O)(=O)O.C(C1=CC=CC=C1)OC1CC(C1)N1N=C(C=2C1=NC=NC2N)I 1-(3-(BENZYLOXY)CYCLOBUTYL)-3-IODO-1H-PYRAZOLO[3,4-D]PYRIMIDIN-4-AMINE 3-(Benzyloxy)cyclobutyl-methanesulfonate